COC(N(CC)C)CC1=CNC2=CC=CC=C12 methoxy-N-methyl-N-ethyltryptamine